C(C=C)S(=O)CC(=O)O (ALLYLSULFINYL)ACETIC ACID